propanediol monomethacrylate C(C(=C)C)(=O)OC(CC)O